3-fluoro-5-(methylsulfonyl)benzoyl chloride FC=1C=C(C(=O)Cl)C=C(C1)S(=O)(=O)C